4-(((1,1,1,3,3,3-hexafluoro-2-(trifluoromethyl)propan-2-yl)oxy)methyl)piperidine FC(C(C(F)(F)F)(C(F)(F)F)OCC1CCNCC1)(F)F